C(C)N(CCNC(=S)NC=1C=C2C=CC(=NC2=CC1)N1CCN(CC1)S(=O)(=O)C1=CC=C(C)C=C1)CC 1-(2-(diethylamino)ethyl)-3-(2-(4-tosylpiperazin-1-yl)quinolin-6-yl)thiourea